(6-methoxy-2-methyl-imidazo[1,2-a]pyridin-3-yl)methanone COC=1C=CC=2N(C1)C(=C(N2)C)C=O